4-bromo-2-methyl-1-(2-(2-nitroethoxy)propan-2-yl)benzene BrC1=CC(=C(C=C1)C(C)(C)OCC[N+](=O)[O-])C